(6-(1H-imidazol-1-yl)pyridin-3-yl)methylamine N1(C=NC=C1)C1=CC=C(C=N1)CN